8-(4-(Trifluoromethyl)phenyl)-2,3,4,5-tetrahydro-1H-1,5-methanobenzo[c]azepine FC(C1=CC=C(C=C1)C=1C=CC2=C(C3NCCC2C3)C1)(F)F